ClC1=NC=2CCN(CC2C=C1F)C(=O)[O-] 2-chloro-3-fluoro-7,8-dihydro-1,6-naphthyridine-6(5H)-carboxylate